FC=1C=C(C=C(C1)F)C(CF)C=1C=CC(=C(C1)CC#N)F 5-(1-(3,5-difluorophenyl)-2-fluoroethyl)-2-fluorophenylacetonitrile